trichloromethyl-triazine ClC(Cl)(Cl)C1=NN=NC=C1